ClC=1C(=NC=CC1OC)C=O 3-CHLORO-4-METHOXYPYRIDINE-2-CARBOXALDEHYDE